O(C1=CC=CC=C1)CCC(C(=O)O)(C)C.CC(C(=O)OCCOC1=CC=CC=C1)C (phenoxy)ethyl 2-methylpropanoate (PHENOXY ETHYL ISOBUTYRATE)